N-((1H-pyrrolo[2,3-b]pyridin-4-yl)methyl)-7-amino-6-methyl-N-((5-(trifluoromethyl)pyridin-2-yl)methyl)-1,8-naphthyridine-3-carboxamide N1C=CC=2C1=NC=CC2CN(C(=O)C=2C=NC1=NC(=C(C=C1C2)C)N)CC2=NC=C(C=C2)C(F)(F)F